N-(3-dimethylaminopropyl)-N'-ethylcarbodiimide HCl Cl.CN(CCCN=C=NCC)C